1-[(4-cyclopropoxyphenyl)methyl]-3-[(2,4-difluorophenyl)methyl]-3-[(3R,4S)-3-fluoro-1-methylpiperidin-4-yl]urea C1(CC1)OC1=CC=C(C=C1)CNC(=O)N([C@@H]1[C@@H](CN(CC1)C)F)CC1=C(C=C(C=C1)F)F